2-(N-(4-(5-(2-(4,4-difluoropiperidin-1-yl)-6-methylpyrimidin-4-yl)-1,3,4-oxadiazol-2-yl)-3-(6-azaspiro[2.5]octane-6-yl)phenyl)sulfamoyl)propionate FC1(CCN(CC1)C1=NC(=CC(=N1)C1=NN=C(O1)C1=C(C=C(C=C1)NS(=O)(=O)C(C(=O)[O-])C)N1CCC2(CC2)CC1)C)F